Cl.CN1CC(CC1)C1CCN(CC1)C(=O)Cl 4-(1-methylpyrrolidin-3-yl)piperidinecarbonyl chloride hydrochloride